2-(2-fluorophenyl)-6-fluoro-benzoxazole FC1=C(C=CC=C1)C=1OC2=C(N1)C=CC(=C2)F